C(C)C=1CC2(CCCC(C2=CC1)(C)C)C 6-ethyl-1,1,4a-trimethyl-1,2,3,4,4a,5-hexahydronaphthalene